1-Piperonyl-3-(trimethylsilyl)prop-2-yn-1-one C(C1=CC=2OCOC2C=C1)C(C#C[Si](C)(C)C)=O